NC1CCC(CC1)C(C)C1CCC(CC1)N 1,1-bis(4-aminocyclohexyl)ethane